COC(C1=C(C(=CC=C1)N1CC(C1)OC1=CC(=C(C=C1)COC=1C=NC=CC1)F)N1C=CC=C1)=O 3-(3-(3-fluoro-4-((pyridin-3-yloxy)methyl)phenoxy)azetidin-1-yl)-2-(1H-pyrrol-1-yl)benzoic acid Methyl ester